C(C)OC(=O)C=1[C@]2(C3=C(N(C1N)C1=CC=C(C=C1)Cl)C(N(C3=O)CC(C)C)=O)C(NC3=CC=C(C=C32)[N+](=O)[O-])=O (S)-ethyl-2'-amino-1'-(4-chlorophenyl)-6'-isobutyl-5-nitro-2,5',7'-trioxo-1',5',6',7'-tetrahydrospiro[indoline-3,4'-pyrrolo[3,4-b]pyridine]-3'-carboxylate